C1(=CC=CC=C1)C(C1=CC=CC=C1)=NCCOC(C)=O.C(C)(=O)OCCN=C(C1=CC=CC=C1)C1=CC=CC=C1 (diphenylmethyleneamino)ethyl acetate (diphenylmethyleneamino)ethyl-acetate